ClC1=C(C=CC(=C1)Cl)NC1=NC=NC2=CC=C3C(=C12)SC=N3 9-((2,4-dichlorophenyl)amino)thiazolo[5,4-f]quinazolin